FC1=C(C(=NC(=N1)C1=NC=C(C=C1)C)OC)C(F)(F)F 6-fluoro-4-methoxy-2-(5-methyl-2-pyridyl)-5-trifluoromethylpyrimidine